7-(8-ethynylnaphthalen-1-yl)-8-fluoro-2-(((2R,7aS)-2-fluorotetrahydro-1H-pyrrolizin-7a(5H)-yl)methoxy)-4-(1,6-diazaspiro[3.4]octan-6-yl)pyrido[4,3-d]pyrimidine C(#C)C=1C=CC=C2C=CC=C(C12)C1=C(C=2N=C(N=C(C2C=N1)N1CC2(CCN2)CC1)OC[C@]12CCCN2C[C@@H](C1)F)F